[CH-]1C=CC=C1.[CH-]1C=CC=C1.[Ti+2] titanocen